2-methyl-4-(methylthio)-2-morpholinopropiophenone CC(C)(C(=O)C1=CC=C(C=C1)SC)N2CCOCC2